3-(1-Cyclohexylpyrrolidin-3-yl)-2-fluorobenzoic acid methyl ester COC(C1=C(C(=CC=C1)C1CN(CC1)C1CCCCC1)F)=O